CS(=O)(=O)OC1C[C@H]2CC[C@@H](C1)N2C(=O)OC(C)(C)C (1R,3s,5S)-tert-butyl 3-((methylsulfonyl)oxy)-8-azabicyclo[3.2.1]octane-8-carboxylate